8-Chloro-3-vinyl-1,7-naphthyridine ClC=1N=CC=C2C=C(C=NC12)C=C